N-(4-([1,2,4]triazolo[1,5-a]pyridin-6-yloxy)-3-chloro-2-fluorophenyl)-6-(piperazin-1-yl)pyrido[3,2-d]pyrimidin-4-amine N=1C=NN2C1C=CC(=C2)OC2=C(C(=C(C=C2)NC=2C1=C(N=CN2)C=CC(=N1)N1CCNCC1)F)Cl